CC1(CNC(C2=CC=C(C=C12)C1=NC(=NC=C1)NC=1C=C(C=CC1)S(=O)(=O)NC)=O)C 3-((4-(4,4-Dimethyl-1-oxo-1,2,3,4-tetrahydroisoquinolin-6-yl)pyrimidin-2-yl)amino)-N-methylbenzenesulfonamide